BrC=1C=C2C=C(NC2=CC1)C(C)NCCNC(OC(C)(C)C)=O tert-butyl (2-((1-(5-bromo-1H-indol-2-yl)ethyl)amino)ethyl)carbamate